cis-2-(2,6-dioxopiperidin-3-yl)-5-fluoro-6-(4-(1-((1S)-2-fluoro-1-hydroxy-7-(methylsulfonyl)-2,3-dihydro-1H-inden-4-yl)azetidine-3-carbonyl)piperazin-1-yl)isoindoline-1,3-dione O=C1NC(CCC1N1C(C2=CC(=C(C=C2C1=O)F)N1CCN(CC1)C(=O)C1CN(C1)C1=C2C[C@H]([C@H](C2=C(C=C1)S(=O)(=O)C)O)F)=O)=O